C(C)OC(=C)C1=NC=CC(=N1)COC1=CC=C(C=C1)C(C)(C)C1=CC=C(OC2CN(CCC2)C(=O)OC(C)(C)C)C=C1 tert-butyl 3-(4-(2-(4-((2-(1-ethoxyvinyl)pyrimidin-4-yl)methoxy)phenyl)propan-2-yl)phenoxy)piperidin-1-carboxylate